2,2-dimethyl-3-dibutylaminopropanal CC(C=O)(CN(CCCC)CCCC)C